NC1=C(C(=NN1C)C1CC2CC(CC2C1)(O)C(C(=O)N)(F)F)C(=O)NC1=CC(=C(C=C1)F)Cl 5-Amino-3-(5-(2-amino-1,1-difluoro-2-oxoethyl)-5-hydroxyoctahydropentalen-2-yl)-N-(3-chloro-4-fluorophenyl)-1-methyl-1H-pyrazole-4-carboxamide